3-(6-(benzyloxy)-7-methyl-1-oxoisoindolin-2-yl)piperidine-2,6-dione C(C1=CC=CC=C1)OC1=CC=C2CN(C(C2=C1C)=O)C1C(NC(CC1)=O)=O